CN(C1CN(C1)C=1OC2=C(N1)C=C(C=C2)NC(=O)C=2C=CC1=C(CCO1)C2)C 2,3-dihydro-benzofuran-5-carboxylic acid [2-(3-dimethylamino-azetidin-1-yl)-benzooxazol-5-yl]-amide